N-(1,6-dichloro-9H-xanthen-9-yl)-5-methyl-2-oxo-6-(trifluoromethyl)-1,2-dihydropyridine-3-carboxamide ClC1=CC=CC=2OC3=CC(=CC=C3C(C12)NC(=O)C=1C(NC(=C(C1)C)C(F)(F)F)=O)Cl